(E)-3-(3-fluorophenyl)-N-(2'-(4-(hydroxymethyl)piperidin-1-yl)-[4,4'-bipyridin]-2-yl)acrylamide FC=1C=C(C=CC1)/C=C/C(=O)NC1=NC=CC(=C1)C1=CC(=NC=C1)N1CCC(CC1)CO